di-(4-isobutylphenyl)-carbonate C(C(C)C)C1=CC=C(C=C1)OC(OC1=CC=C(C=C1)CC(C)C)=O